[I-].ClC1=CC(=C(C=C1)C1=CC=CC=C1)CC[N+]1(CCCCC1)C 1-(2-(4-chloro-[1,1'-biphenyl]-2-yl)ethyl)-1-methylpiperidin-1-ium iodide